COC1=CC=C(C=C1)C1=NOC(=N1)N1CCC(CC1)C(=O)NCC1CN(CC1)CC=1SC(=CN1)C 1-(3-(4-methoxyphenyl)-1,2,4-oxadiazol-5-yl)-N-((1-((5-methylthiazol-2-yl)methyl)pyrrolidin-3-yl)methyl)piperidine-4-carboxamide